diethoxyethane tert-Butyl-2-(3-acetyl-5-(2-methoxypyrimidin-5-yl)-1H-indazol-1-yl)acetate C(C)(C)(C)OC(CN1N=C(C2=CC(=CC=C12)C=1C=NC(=NC1)OC)C(C)=O)=O.C(C)OC(C)OCC